O=C1NC(CCC1N1C(C2=CC=C(C=C2C1=O)CN(C1CCN(CC1)C=1C(=CC2=C(C(C=3NC4=CC(=CC=C4C3C2=O)C#N)(C)C)C1)CC)C)=O)=O 8-(4-(((2-(2,6-dioxopiperidin-3-yl)-1,3-dioxoisoindoline-5-yl)methyl)(methyl)amino)piperidin-1-yl)-9-ethyl-6,6-dimethyl-11-oxo-6,11-dihydro-5H-benzo[b]carbazole-3-carbonitrile